N-(4-(2-((tert-butyldimethylsilyl)oxy)ethyl)-5-oxo-4,5-dihydro-1,3,4-thiadiazol-2-yl)-4-(3-chloro-2-fluoro-6-methoxyphenyl)-6-methylnicotinamide [Si](C)(C)(C(C)(C)C)OCCN1N=C(SC1=O)NC(C1=CN=C(C=C1C1=C(C(=CC=C1OC)Cl)F)C)=O